1-cyclopropyl-1H-pyrazole-3,5-diamine C1(CC1)N1N=C(C=C1N)N